C(CCCCCCCCCC(C)C)OCCCN isotridecyloxypropylamine